N[C@@H](C)CO |r| DL-Alaninol